CN(C1=CNC=2N=C(N=C(C21)OC=2C=C(C=CC2)NC(C=C)=O)NC2=CC(=C(C=C2)N2CCN(CC2)C)F)C N-(3-((5-(dimethylamino)-2-((3-fluoro-4-(4-methylpiperazin-1-yl)phenyl)amino)-7H-pyrrolo[2,3-d]pyrimidin-4-yl)oxy)phenyl)acrylamide